FC1=C(C=CC(=C1C1CCC=2N(C1)C=NC2C2=NN=C(N2COCC[Si](C)(C)C)C)F)NS(=O)(=O)C=2C(=NC=C(C2)F)C N-[2,4-difluoro-3-[1-(5-methyl-4-[[2-(trimethylsilyl)ethoxy]methyl]-1,2,4-triazol-3-yl)-5H,6H,7H,8H-imidazo[1,5-a]pyridin-6-yl]phenyl]-5-fluoro-2-methylpyridine-3-sulfonamide